C(OCC(C)O)(O[C@H]1[C@@H](CC[C@H](C1)C)C(C)C)=O 2-hydroxypropyl [(1r,2s,5r)-2-isopropyl-5-methyl-cyclohexyl] carbonate